ClC1=CC(=NC=C1)N1C=C(C2=C1N=CN=C2OC)N2[C@@H](COCC2)C (R)-4-(7-(4-chloropyridin-2-yl)-4-methoxy-7H-pyrrolo[2,3-d]pyrimidin-5-yl)-3-methylmorpholine